(R)-5-[2-(5,6-diethyl-indene-2-ylamino)-1-hydroxyethyl]-8-hydroxy-1H-quinoline C(C)C=1C=C2C=C(CC2=CC1CC)NC[C@H](O)C1=C2C=CCNC2=C(C=C1)O